1,2,2,2-tetrafluoroethyl 1,2,2-trifluoroethyl Ether FC(C(F)F)OC(C(F)(F)F)F